(4-amino-2-fluorophenyl)(4-(dimethylamino)piperidin-1-yl)methanone NC1=CC(=C(C=C1)C(=O)N1CCC(CC1)N(C)C)F